3,5-dimethoxyphenylhydrazine COC=1C=C(C=C(C1)OC)NN